The molecule is a cholesteryl octadecatrienoate obtained by formal condensation of the carboxy group of gamma-linolenic acid with the hydroxy group of cholesterol. It has a role as a human blood serum metabolite. It derives from a gamma-linolenic acid. CCCCC/C=C\\C/C=C\\C/C=C\\CCCCC(=O)O[C@H]1CC[C@@]2([C@H]3CC[C@]4([C@H]([C@@H]3CC=C2C1)CC[C@@H]4[C@H](C)CCCC(C)C)C)C